6-bromo-2,3-dichloro-4-methoxyaniline BrC1=CC(=C(C(=C1N)Cl)Cl)OC